NCCNS(=O)(=O)C=1C=2C=CN=CC2C=C(C1)C1=CC=C(C=C1)O 7-(4-hydroxyphenyl)-isoquinoline-5-sulfonic acid (2-amino-ethyl)-amide